OC1=CC=C(C2=CC=CC=C12)NC(OC(C)(C)C)=O tert-butyl N-(4-hydroxy-1-naphthyl)carbamate